3-((4-(2-Methyl-3-oxo-3,4-dihydro-2H-benzo[b][1,4]thiazine-6-carboxamido)benzyl)amino)benzenesulfonyl fluoride CC1C(NC2=C(S1)C=CC(=C2)C(=O)NC2=CC=C(CNC=1C=C(C=CC1)S(=O)(=O)F)C=C2)=O